4-bromo-5,6-difluoro-2-methyl-1H-indole-7-carboxamide BrC1=C2C=C(NC2=C(C(=C1F)F)C(=O)N)C